[NH4+].[NH4+].C(=C)C(CCC=CCCCCCCC)CCCCCC 12-vinyl-8-octadecene diammonium salt